[(2R,3S,5R)-5-(4-benzamido-2-oxo-pyrimidin-1-yl)-2-ethynyl-3-(4-methylbenzoyl)oxy-tetrahydrofuran-2-yl]methyl 4-methylbenzoate CC1=CC=C(C(=O)OC[C@]2(O[C@H](C[C@@H]2OC(C2=CC=C(C=C2)C)=O)N2C(N=C(C=C2)NC(C2=CC=CC=C2)=O)=O)C#C)C=C1